3-Bromobenzenesulfonyl Fluoride BrC=1C=C(C=CC1)S(=O)(=O)F